P(O[C@@H]1[C@H](O[C@H]([C@@H]1O[Si](C)(C)C(C)(C)C)N1C=C(C2=C1N=CN=C2NC(C2=CC=CC=C2)=O)F)CO)(O)=O (2R,3R,4R,5R)-5-(4-benzamido-5-fluoro-7H-pyrrolo[2,3-d]pyrimidin-7-yl)-4-((tert-butyldimethylsilyl)oxy)-2-(hydroxymethyl)tetrahydrofuran-3-yl hydrogen Phosphonate